C(C)(C)(C)C1=NN=C(O1)C(=O)N[C@@H]1CN(CCC2=C1C=CC(=C2)C2=NC(=NC=C2)NC=2C=NN(C2)C)C2COC2 (S)-5-(tert-butyl)-N-(7-(2-((1-methyl-1H-pyrazol-4-yl)amino)pyrimidin-4-yl)-3-(oxetan-3-yl)-2,3,4,5-tetrahydro-1H-benzo[d]azepin-1-yl)-1,3,4-oxadiazole-2-carboxamide